C(C1=CC=CC=C1)OC(=O)N1CCN(CC1)CC1(CCN(CC1)C=1C=C2CN(C(C2=CC1)=O)C1C(NC(CC1)=O)=O)F 4-({1-[2-(2,6-dioxopiperidin-3-yl)-1-oxo-3H-isoindol-5-yl]-4-fluoropiperidin-4-yl}methyl)piperazine-1-carboxylic acid benzyl ester